P(=O)([O-])([O-])[O-].[Fe+2].[Li+].O water lithium iron phosphate